2-(1,3-Dioxolan-2-yl)-6-fluoro-4-(1-(4-(pyrrolidin-1-yl)phenyl)-1H-pyrazol-4-yl)phenol O1C(OCC1)C1=C(C(=CC(=C1)C=1C=NN(C1)C1=CC=C(C=C1)N1CCCC1)F)O